C(CCCCCCCCCCC)S(=O)(=O)Cl 1-dodecanesulfonyl chloride